(4-((4-ethylpiperazin-1-yl)methyl)phenyl)carbamate C(C)N1CCN(CC1)CC1=CC=C(C=C1)NC([O-])=O